Cl.BrC=1C(=CSC1)OCC1=CC=C(CCN2CCOCC2)C=C1 4-{4-[(4-bromothiophen-3-yloxy)methyl]phenethyl}morpholine hydrochloride